CC=1C=C2C=CC(=NC2=CC1)C=1C=C2CCC(NC2=CC1)=O 6-methyl-3',4'-dihydro-[2,6'-biquinoline]-2'(1'H)-one